C(C)C=1N=C(NC1C)C1=C(C=C(C=C1)C)O 4-ethyl-(2-hydroxy-4-methylphenyl)-5-methylimidazole